3,4,5-Trifluorobenzaldehyde-O-(1-methyl-1H-imidazole-4-carbonyl) oxime CN1C=NC(=C1)C(=O)ON=CC1=CC(=C(C(=C1)F)F)F